6-amino-3-bromopicolinate NC1=CC=C(C(=N1)C(=O)[O-])Br